Dinatrium malat C(C(O)CC(=O)[O-])(=O)[O-].[Na+].[Na+]